C1CCCC(CCC=CCCC1)=O cyclododeca-8-en-5-one